CN1N=CC(=C1)C1C(C1)C(=O)O 2-(1-methyl-1H-pyrazol-4-yl)cyclopropane-1-carboxylic acid